C1=C(C(=CC=C1C1=C(C=CC=C1)O)C)C 6-xylylphenol